COC1=CC=C(C=C1)CC[C@@]1([C@H](NC1=O)C(=O)OCC1=CC=CC=C1)C benzyl (2S,3R)-3-[2-(4-methoxyphenyl) ethyl]-3-methyl-4-oxoazetidine-2-carboxylate